FC1=C(N=C(C2=C1N=C(N=C2OCC[Si](C)(C)C)S(=O)C)OC)C2=CC(=CC1=CC=C(C(=C21)C#C[Si](C(C)C)(C(C)C)C(C)C)F)OCOC 8-fluoro-7-(7-fluoro-3-(methoxymethoxy)-8-((triisopropylsilyl)ethynyl)naphthalen-1-yl)-5-methoxy-2-(methylsulfinyl)-4-(2-(trimethylsilyl)ethoxy)pyrido[4,3-d]pyrimidine